6-(4-(1-(2-aminoacetyl)piperidin-3-yloxy)phenyl)-N-(2-((S)-2-cyano-4,4-difluoropyrrolidin-1-yl)-2-oxoethyl)quinoline-4-carboxamide 2,2,2-trifluoroacetate FC(C(=O)O)(F)F.NCC(=O)N1CC(CCC1)OC1=CC=C(C=C1)C=1C=C2C(=CC=NC2=CC1)C(=O)NCC(=O)N1[C@@H](CC(C1)(F)F)C#N